C(C)S(=O)(=O)C1=NN2C(N=C(C=C2)N2N=C(C=C2C)C(F)(F)F)=C1C1=NC=C(N=C1)OCC(C(F)(F)F)(F)F 2-(ethylsulfonyl)-5-(5-methyl-3-(trifluoromethyl)-1H-pyrazol-1-yl)-3-(5-(2,2,3,3,3-pentafluoropropoxy)pyrazin-2-yl)pyrazolo[1,5-a]pyrimidine